Methyl (5-(2-methyl-5-((4-oxo-3,4-dihydrophthalazin-1-yl)methyl)phenyl)-1H-benzoimidazol-2-yl)carbamate CC1=C(C=C(C=C1)CC1=NNC(C2=CC=CC=C12)=O)C1=CC2=C(NC(=N2)NC(OC)=O)C=C1